(2-bromopyridin-4-yl)ethan-1-one zinc 3-methyl-4-cyclohexene-1,2-diformate CC1C(C(CC=C1)C(=O)[O-])C(=O)[O-].[Zn+2].BrC1=NC=CC(=C1)C(C)=O